ClC1=CN=C2N1C=C(C=N2)C=2C=CN1N=C(N=CC12)NC1CN(C1)C 5-(3-chloroimidazo[1,2-a]pyrimidin-6-yl)-N-(1-methylazetidin-3-yl)pyrrolo[2,1-f][1,2,4]triazin-2-amine